2-[(2-chloro-6-methyl-pyrimidin-4-yl)amino]-N-(3-hydroxy-2,6-dimethyl-phenyl)thiazole-5-carboxamide ClC1=NC(=CC(=N1)NC=1SC(=CN1)C(=O)NC1=C(C(=CC=C1C)O)C)C